6-[4-fluoro-2-[3-fluoro-5-(methylsulfanyl)phenyl]pyrrolidin-1-yl]-N-[4-[(4-fluoro-3-hydroxyphenyl)methyl]-1,4-oxazepan-6-yl]imidazo[1,2-b]pyridazine-3-carboxamide FC1CC(N(C1)C=1C=CC=2N(N1)C(=CN2)C(=O)NC2CN(CCOC2)CC2=CC(=C(C=C2)F)O)C2=CC(=CC(=C2)SC)F